COC(=O)C=1C(=C2C(=NC1)N(C=C2)C2=C(C(=CC(=C2)F)F)F)N(C)C 4-(dimethylamino)-1-(2,3,5-trifluorophenyl)-1H-pyrrolo[2,3-b]pyridine-5-carboxylic acid methyl ester